C1(CC1)C=1N=CN(C1)C=1C(=CC(=C(C1)C=1C(=NC(=CC1)C1=NN=CN1C(C)C)C(=O)N)F)C (5-(4-cyclopropyl-1H-imidazol-1-yl)-2-fluoro-4-methylphenyl)-6-(4-isopropyl-4H-1,2,4-triazol-3-yl)picolinamide